OC(CC)C1=NC2=C(OC13NC1=CC=CC=C1C3(C)C)C=CC3=CC=CC=C32 1-hydroxypropyl-3,3-dimethylspiro[indoline-2,3'-[3H]-naphtho[2,1-b][1,4]oxazine]